(4-(((1r,4r)-4-(Hydroxymethyl)cyclohexyl)amino)-2-((4-morpholinophenyl)amino)-7H-pyrrolo[2,3-d]pyrimidin-5-yl)(phenyl)methanone OCC1CCC(CC1)NC=1C2=C(N=C(N1)NC1=CC=C(C=C1)N1CCOCC1)NC=C2C(=O)C2=CC=CC=C2